CC1=CC=NC2=CC=C(C=C12)[N+](=O)[O-] 4-methyl-6-nitroquinoline